FC([C@](C(C)=O)(C)N)(F)F |r| rac-(1,1,1-trifluoro-2-methyl-3-oxobutan-2-yl)amine